ClC1=C(C(=CC=C1)Cl)N1N=C(C(=C1)NC1=CC=C(C=C1)N1N=C(C=CC1=O)C)C(=O)N 1-(2,6-dichlorophenyl)-4-((4-(3-methyl-6-oxopyridazin-1(6H)-yl)phenyl)amino)-1H-pyrazole-3-carboxamide